(R)-3-(Benzylthio)-2-((5-((tert-butyldimethylsilyl)oxy)pentan-2-yl)oxy)-6-methylpyridine C(C1=CC=CC=C1)SC=1C(=NC(=CC1)C)O[C@H](C)CCCO[Si](C)(C)C(C)(C)C